C(C1=CC=CC=C1)OC(NC1=CC(=C(C=C1)Br)F)=O N-(4-bromo-3-fluorophenyl)-carbamic acid benzyl ester